diethoxy-acetophenone C(C)OC(C(=O)C1=CC=CC=C1)OCC